FC(C1=C(C=CC=C1)B(O)O)(F)F [2-(trifluoromethyl)phenyl]boronic acid